3-(4-(Bromomethyl)pyridin-2-yl)piperidine-2,6-dione BrCC1=CC(=NC=C1)C1C(NC(CC1)=O)=O